C(C)OC(=O)C1(C(N(CC1)C)=O)C 1,3-dimethyl-2-oxopyrrolidine-3-carboxylic acid ethyl ester